N-(5-chloro-2-methoxyphenyl)-3-(indolin-1-ylsulfonyl)benzamide ClC=1C=CC(=C(C1)NC(C1=CC(=CC=C1)S(=O)(=O)N1CCC2=CC=CC=C12)=O)OC